C(C)O[Si](C1=NC=NC(=N1)NCCC)(OCC)OCC 6-triethoxysilyl-propylamino-1,3,5-triazine